(E)-3-((cyclohexylmethyl)amino)-N-((1,2,3,5,6,7-hexahydro-s-indacen-4-yl)carbamoyl)prop-1-ene-1-sulfonamide C1(CCCCC1)CNC/C=C/S(=O)(=O)NC(NC1=C2CCCC2=CC=2CCCC12)=O